(2-methyl-4-((6-(1-methyl-1H-pyrazol-4-yl)pyrazolo[1,5-a]pyrazin-4-yl)oxy)butyl)acrylamide CC(CC(C(=O)N)=C)CCOC=1C=2N(C=C(N1)C=1C=NN(C1)C)N=CC2